tert-Butyl N-[5-(4,4,5,5-tetramethyl-1,3,2-dioxaborolan-2-yl)-1H-indol-3-yl]carbamate CC1(OB(OC1(C)C)C=1C=C2C(=CNC2=CC1)NC(OC(C)(C)C)=O)C